Cl\C=C\C(F)(F)F Trans-1-chloro-3,3,3-trifluoro-1-propen